(3,3-dimethylmorpholin-4-yl)-[6-methoxy-7-(1-methylpyrazol-3-yl)-1-(3-thienyl)benzofuro[3,2-c]pyrazol-3-yl]methanone CC1(N(CCOC1)C(=O)C=1C2=C(N(N1)C1=CSC=C1)C1=C(O2)C=C(C(=C1)C1=NN(C=C1)C)OC)C